N-(3-Bromo-2-fluoro-6-nitrophenyl)-[1,1':3',1''-terphenyl]-2,2'',3,3'',4,4'',5,5'',6,6''-d10-2'-amine BrC=1C(=C(C(=CC1)[N+](=O)[O-])NC1=C(C=CC=C1C1=C(C(=C(C(=C1[2H])[2H])[2H])[2H])[2H])C1=C(C(=C(C(=C1[2H])[2H])[2H])[2H])[2H])F